[1,1'-biphenyl]-3-carboxamide hydrochloride Cl.C1(=CC(=CC=C1)C(=O)N)C1=CC=CC=C1